N(N=CC=1C=CC(=C(C(=O)[O-])C1)[O-])=CC=1C=CC(=C(C(=O)[O-])C1)[O-] 5,5'-(hydrazine-1,2-diylidenebis(methanylylidene))bis(2-oxidobenzoate)